5-(2,4-difluorophenyl)-N-((1-(4-(methylsulfonyl)benzyl)piperidin-4-yl)methyl)isoxazole-3-carboxamide FC1=C(C=CC(=C1)F)C1=CC(=NO1)C(=O)NCC1CCN(CC1)CC1=CC=C(C=C1)S(=O)(=O)C